(E)-N-(3-(butylamino)-3-(butylimino)propyl)-1-methyl-4-(1-methyl-4-nitro-1H-pyrrole-2-carboxamido)-1H-pyrrole-2-carboxamide C(CCC)N/C(/CCNC(=O)C=1N(C=C(C1)NC(=O)C=1N(C=C(C1)[N+](=O)[O-])C)C)=N/CCCC